((8-cyclopentyl-7-ethyl-5-methyl-6-oxo-5,6,7,8-tetrahydropteridin-2-yl)amino)-3-methoxybenzothiamide C1(CCCC1)N1C(C(N(C=2C=NC(=NC12)NC1=C(C(N)=S)C=CC=C1OC)C)=O)CC